(tert-butoxycarbonyl)-L-valyl-D-glutamic acid diethyl ester C(C)OC([C@H](NC([C@@H](NC(=O)OC(C)(C)C)C(C)C)=O)CCC(=O)OCC)=O